O=C1COCCN1C1=C(N=C(S1)C(F)(F)F)C(=O)O 5-(3-oxomorpholino)-2-(trifluoromethyl)thiazole-4-carboxylic acid